1-Undecyl-3-butylpyrrolium methansulfonat CS(=O)(=O)[O-].C(CCCCCCCCCC)[NH+]1C=C(C=C1)CCCC